N=1C=NC(C1)=O imidazol-4-one